C(C)(C)(C)OC(NC=1C2=C(N=CN1)N(C(=C2C2=CC=C(C=C2)C(=O)N2CCCC2)C=C)C)=O N-{6-vinyl-7-methyl-5-[4-(pyrrolidine-1-carbonyl)phenyl]-7H-pyrrolo[2,3-d]pyrimidin-4-yl}carbamic acid tert-butyl ester